C1=CC=CC=2C=CC=3CC=4C=CC=CC4NC3C21 7,12-dihydrobenzo[c]acridine